(2S)-1-(heptyloxy)-N,N-di-methyl-3-[(9Z,12Z)-octadeca-9,12-dien-1-yloxy]propan-2-amine C(CCCCCC)OC[C@@H](COCCCCCCCC\C=C/C\C=C/CCCCC)N(C)C